C1(CCCCC1)NC(=NC=1SC=CN1)NC1=CC(=NC2=CC=CC=C12)C N-cyclohexyl-N'-(2-methyl-4-quinolinyl)-N''-2-thiazolyl-guanidine